4-(3-(1H-indazol-3-yl)piperidin-1-yl)-6-isopropylpyrimidin-2-amine N1N=C(C2=CC=CC=C12)C1CN(CCC1)C1=NC(=NC(=C1)C(C)C)N